C(C)N1C2=C([C@@H]([C@@H](C1=O)NC(C1=CC(=CC=C1)C)=O)C1=CC=C(C=C1)F)C(=NN2C(C(F)(F)F)C)C N-[(4S,5S)-7-ethyl-4-(4-fluorophenyl)-3-methyl-6-oxo-1-(1,1,1-trifluoropropan-2-yl)-1H,4H,5H,6H,7H-pyrazolo[3,4-b]pyridin-5-yl]-3-methylbenzamide